Ammonium (ammonia) N.[NH4+]